FC=1C(=NC=CC1)NC(CC)=O N-(3-fluoropyridin-2-yl)propanamide